The molecule is a prostaglandin Falpha that is prostaglandin F1alpha bearing keto substituents at positions 6 and 15. It has a role as a metabolite. It derives from a prostaglandin F1alpha. CCCCCC(=O)/C=C/[C@H]1[C@@H](C[C@@H]([C@@H]1CC(=O)CCCCC(=O)O)O)O